(S)-2-((1-(3-benzhydryl-1,2,4-oxadiazol-5-yl)ethyl)carbamoyl)-4-methoxypyridin-3-yl isobutyl carbonate C(OC=1C(=NC=CC1OC)C(N[C@@H](C)C1=NC(=NO1)C(C1=CC=CC=C1)C1=CC=CC=C1)=O)(OCC(C)C)=O